9,9-bis(4-(2-hydroxyethoxy)-3-phenylphenyl)-4,5-diphenylfluorene OCCOC1=C(C=C(C=C1)C1(C2=CC=CC(=C2C=2C(=CC=CC12)C1=CC=CC=C1)C1=CC=CC=C1)C1=CC(=C(C=C1)OCCO)C1=CC=CC=C1)C1=CC=CC=C1